P(=O)(O)(O)OC[C@@H]1[C@H]([C@H]([C@@H](O1)N1C(=O)N=C(N)C=C1)O)O cytidin monophosphate